NC1=NC=CC(=C1OCC)COC=1C(=NC=C(N1)C1=CC(=C2CCN(CC2=C1)C)C)N 3-((2-amino-3-ethoxypyridin-4-yl)methoxy)-5-(2,5-dimethyl-1,2,3,4-tetrahydroisoquinolin-7-yl)pyrazin-2-amine